3-(3-(((1-(6-(6-((R)-2-(3-fluorophenyl)pyrrolidin-1-yl)imidazo[1,2-b]pyridazin-3-yl)pyridin-2-yl)piperidin-4-yl)(methyl)amino)methyl)phenyl)piperidine-2,6-dione FC=1C=C(C=CC1)[C@@H]1N(CCC1)C=1C=CC=2N(N1)C(=CN2)C2=CC=CC(=N2)N2CCC(CC2)N(C)CC=2C=C(C=CC2)C2C(NC(CC2)=O)=O